N4-(3-chloro-2-fluoro-phenyl)-7-[2-[(3R)-1,3-dimethylpyrrolidin-3-yl]ethynyl]quinazoline-4,6-diamine ClC=1C(=C(C=CC1)NC1=NC=NC2=CC(=C(C=C12)N)C#C[C@@]1(CN(CC1)C)C)F